(5,6-difluoro-1H-indol-3-yl)-N-ethyl-2-oxo-N-propylacetamide FC=1C=C2C(=CNC2=CC1F)C(C(=O)N(CCC)CC)=O